NC(CCN1CCC(CC1)C(=O)O)(CCCCB(O)O)C(=O)O 1-(3-amino-7-borono-3-carboxyheptyl)piperidine-4-carboxylic acid